C(C)(C)(C)OC(=O)N1CC(C1)(C=O)CC=C 3-allyl-3-formylazetidine-1-carboxylic acid tert-butyl ester